1-(2,6,6,8-tetramethyl-9-tricyclo[5.3.1.01,5]undec-8-enyl)ethanone CC1C23C(CC1)C(C(C(=C(C2)C(C)=O)C)C3)(C)C